(3-Methyl-isoxazol-5-yl)-but-3-yn-2-ol CC1=NOC(=C1)CC(C#C)O